C(C(C)C)C1=CC=C(C=C1)[C@@H](C(=O)NC1=NC=CC=C1C)C (S)-2-(4-isobutylphenyl)-N-(3-methylpyridin-2-yl)propanamide